COC(=O)C1CCN(CC1)CC1=C(C=C(C=C1C)Br)C 1-(4-bromo-2,6-dimethylbenzyl)piperidine-4-carboxylic acid methyl ester